methyl 3-amino-1,5,9-trioxaspiro[5.5]undecane-3-carboxylate NC1(COC2(OC1)CCOCC2)C(=O)OC